FC(OC1=CC=C(C=C1)C1=NN(C(C=C1)=O)CCNC(C)=O)F N-(2-(3-(4-(difluoromethoxy)phenyl)-6-oxopyridazin-1(6H)-yl)ethyl)acetamide